C(C)(=O)OC1(CN(C1)CC1=CC(=C(C=C1)C1CNC1)F)C 1-(4-(azetidin-3-yl)-3-fluorobenzyl)-3-methylazetidin-3-yl acetate